N4-(5-methyl-1H-pyrazol-3-yl)-N2-((3-exo)-8-(pyridin-2-ylsulfonyl)-8-azabicyclo[3.2.1]oct-3-yl)thieno[2,3-d]pyrimidine-2,4-diamine CC1=CC(=NN1)NC=1C2=C(N=C(N1)NC1CC3CCC(C1)N3S(=O)(=O)C3=NC=CC=C3)SC=C2